ClC=1C(=C(C=C(C1)Cl)C1=CN=C(N1)C1=NNC2=CC=C(C=C12)C(=O)OC)OC methyl 3-(5-(3,5-dichloro-2-methoxyphenyl)-1H-imidazol-2-yl)-1H-indazole-5-carboxylate